C[C@]12[C@H]3CC[C@@]4([C@H](CC[C@H]4[C@@H]3CC[C@H]2C[C@H](CC1)O)[C@H](C)CCCC(C)C)C (3S,5S,8R,9S,10S,13R,14S,17R)-10,13-dimethyl-17-[(2R)-6-methylheptan-2-yl]-2,3,4,5,6,7,8,9,11,12,14,15,16,17-tetradecahydro-1H-cyclopenta[a]phenanthren-3-ol